FC(C=1N=C(OC1C(=O)N1[C@H](C2=C(CC1)NC=N2)C2=NN1C(C=CC=C1C(F)(F)F)=C2)C(C)(C)O)F (R)-(4-(difluoromethyl)-2-(2-hydroxypropan-2-yl)oxazol-5-yl)(4-(7-(trifluoromethyl)pyrazolo[1,5-a]pyridin-2-yl)-6,7-dihydro-1H-imidazo[4,5-c]pyridin-5(4H)-yl)methanone